6-[2-methyl-8-(2-oxo-1-pyridyl)imidazo[1,2-b]pyridazin-6-yl]-2-(4-piperidyl)isoquinolin-1-one CC=1N=C2N(N=C(C=C2N2C(C=CC=C2)=O)C=2C=C3C=CN(C(C3=CC2)=O)C2CCNCC2)C1